6-(E)-(4-hydroxy-3-methylbut-2-en-1-ylamino)purine mesylate S(C)(=O)(=O)O.OC/C(=C/CNC1=C2NC=NC2=NC=N1)/C